6-(4-fluoro-2-methyl-phenyl)-2-[(5-fluoro-2-pyridyl)oxymethyl]imidazo[1,2-a]pyrimidine FC1=CC(=C(C=C1)C=1C=NC=2N(C1)C=C(N2)COC2=NC=C(C=C2)F)C